1-{6-[2-(1-amino-2,2,2-trifluoroethyl)-3-fluorophenyl]-3-(3,5-difluorophenyl)quinolin-4-yl}piperidin-4-amine NC(C(F)(F)F)C1=C(C=CC=C1F)C=1C=C2C(=C(C=NC2=CC1)C1=CC(=CC(=C1)F)F)N1CCC(CC1)N